ClC1=CC=C(C=C1)N1N=C2C(=N1)C=CC(=C2)NCCC(=O)NC 3-[[2-(4-chlorophenyl)benzotriazol-5-yl]amino]-N-methyl-propionamide